BrC=1C=CC2=C(N=CN2)C1 6-bromo-benzo[d]imidazole